CC1=NC=NC=C1C(=O)NCC1=CC=C2C(=N1)C(=C(N2)C2=NC=CC=C2)C 4-methyl-N-[[3-methyl-2-(2-pyridinyl)-1H-pyrrolo[3,2-b]pyridin-5-yl]methyl]pyrimidine-5-carboxamide